(E)-N-(4-(4-fluoroanilino)-3-cyano-7-ethoxyquinolin-6-yl)-3-(pyridin-3-yl)acrylamide FC1=CC=C(NC2=C(C=NC3=CC(=C(C=C23)NC(\C=C\C=2C=NC=CC2)=O)OCC)C#N)C=C1